9-(9H-carbazol-9-yl)-N-phenyldibenzo[b,d]furan-2-amine C1=CC=CC=2C3=CC=CC=C3N(C12)C1=CC=CC2=C1C1=C(O2)C=CC(=C1)NC1=CC=CC=C1